CC1([C@H](C1)C(=O)N1CC2(C1)CN(C[C@H]2CO)C=O)C ((S)-2-((S)-2,2-dimethylcyclopropane-1-carbonyl)-8-(hydroxymethyl)-2,6-diazaspiro[3.4]octan-6-yl)methanone